C1(CC1)C1=NC=NC(=C1C=1N=CC2=C(N1)NC=C2)OC 2-(4-Cyclopropyl-6-methoxypyrimidin-5-yl)-7H-pyrrolo[2,3-D]pyrimidine